CC=1C=C(CNC2=CN=C3N(C2=O)[C@@H](CC3)C(=O)NCC=3C=CC(=NC3C)NC(OC(C)(C)C)=O)C=C(C1)C tert-butyl (S)-(5-((3-((3,5-dimethylbenzyl)amino)-4-oxo-4,6,7,8-tetrahydro-pyrrolo[1,2-a]pyrimidine-6-carboxamido)methyl)-6-methylpyridin-2-yl)carbamate